tert-Butyl-((3R,5R)-5-fluoro-1-(4-methoxy-3-methylbenzo[b]thiophene-6-carbonyl)-piperidin-3-yl)carbamate C(C)(C)(C)OC(N[C@H]1CN(C[C@@H](C1)F)C(=O)C=1C=C(C2=C(SC=C2C)C1)OC)=O